ClC1=C(C(=CC=C1Cl)O)C1=CC=2N(C=C1)C=C(N2)C(=O)N2CCNCC2 (7-(2,3-Dichloro-6-hydroxyphenyl)imidazo[1,2-a]pyridin-2-yl)(piperazin-1-yl)methanone